2-(3-chlorophenyl)-1-phenylethyl ((2S)-3-cyclohexyl-1-((4-(cyclopropylamino)-1-(5,5-dimethyl-2-oxopyrrolidin-3-yl)-3-hydroxy-4-oxobutan-2-yl)amino)-1-oxopropan-2-yl)carbamate C1(CCCCC1)C[C@@H](C(=O)NC(CC1C(NC(C1)(C)C)=O)C(C(=O)NC1CC1)O)NC(OC(CC1=CC(=CC=C1)Cl)C1=CC=CC=C1)=O